benzyl (1R,3R,5R)-2-azabicyclo[3.1.0]hexane-3-carboxylate [C@@H]12N[C@H](C[C@H]2C1)C(=O)OCC1=CC=CC=C1